ClC1=NC=CC(=N1)CN1C(C=C(C=C1)C1=NN(C2=C(C=CC=C12)F)C1=CC=C(C=C1)C(F)(F)F)=O 1-((2-chloropyrimidin-4-yl)methyl)-4-(7-fluoro-1-(4-(trifluoromethyl)phenyl)-1H-indazol-3-yl)pyridin-2(1H)-one